CC1=C(C=NO1)C=1C=CC(=C(N)C1)C=1SC=CC1 5-(5-methylisoxazol-4-yl)-2-(thiophen-2-yl)aniline